BrC=1C=C(C(=NC1)C=1N=NC(=CC1)N1CC(NC(C1)(C)C)(C)C)O 5-bromo-2-[6-(3,3,5,5-tetramethylpiperazin-1-yl)pyridazin-3-yl]Pyridin-3-ol